(S)-1-(((3-Butyl-2-methyl-7-(methylthio)-1,1-dioxido-5-phenyl-2,3,4,5-tetrahydro-1,2,5-benzothiadiazepin-8-yl)oxy)methyl)cyclopropan C(CCC)[C@@H]1N(S(C2=C(N(C1)C1=CC=CC=C1)C=C(C(=C2)OCC2CC2)SC)(=O)=O)C